isopropyl-titanium (iv) tributoxide [O-]CCCC.[O-]CCCC.[O-]CCCC.C(C)(C)[Ti+3]